3-fluoro-1-(2-methoxyethyl)-N-(6-(1-methyl-1H-pyrazol-4-yl)isoquinolin-3-yl)azetidine-3-carboxamide FC1(CN(C1)CCOC)C(=O)NC=1N=CC2=CC=C(C=C2C1)C=1C=NN(C1)C